C(C)[C@H]1N(C[C@@H](N(C1)C=1C2=C(N(C(N1)=O)C)C=CC(=N2)C#N)C)[C@H](CC)C2=CC=C(C=C2)C(F)(F)F 4-((2S,5R)-5-ethyl-2-methyl-4-((R)-1-(4-(trifluoromethyl)phenyl)propyl)piperazin-1-yl)-1-methyl-2-oxo-1,2-dihydropyrido[3,2-d]pyrimidine-6-carbonitrile